7-(piperazin-1-yl)-3-(6-(trifluoromethyl)imidazo[1,2-a]pyridin-2-yl)-2H-chromen-2-one N1(CCNCC1)C1=CC=C2C=C(C(OC2=C1)=O)C=1N=C2N(C=C(C=C2)C(F)(F)F)C1